dimethylsilanediyl-bis(2-methyl-benzindenyl)zirconium dichloride [Cl-].[Cl-].C[Si](=[Zr+2](C1C(=CC2=CC=C3C(=C12)C=CC=C3)C)C3C(=CC1=CC=C2C(=C31)C=CC=C2)C)C